1-[4-(3-amino-7-chloro-6-isoquinolinyl)-3,6-dihydro-2H-pyridin-1-yl]Ethanone NC=1N=CC2=CC(=C(C=C2C1)C=1CCN(CC1)C(C)=O)Cl